methyl (4-(2-bromoacetyl)phenyl)carbamate BrCC(=O)C1=CC=C(C=C1)NC(OC)=O